O=S1(N=C(C2=C1C=CC=C2)NC2=CC1=C(N(C(N1C)=O)C)C=C2)=O 5-((1,1-dioxidobenzo[d]isothiazol-3-yl)amino)-1,3-dimethyl-1H-benzo[d]imidazole-2(3H)-On